FLUoROPHOSPHATE P(=O)([O-])([O-])F